ethyl 5-[(4-methylbenzenesulfonyl)oxy]-3-(trifluoromethyl)pentanoate CC1=CC=C(C=C1)S(=O)(=O)OCCC(CC(=O)OCC)C(F)(F)F